Br.ClC=1N=C(C=2N(C1)C=C(N2)C(=O)OC)Cl methyl 6,8-dichloroimidazo[1,2-a]pyrazine-2-carboxylate HBr salt